3-(propylthio)chlorobenzene C(CC)SC=1C=C(C=CC1)Cl